(Methylcyclopentadienyl)manganese(II) CC1(C=CC=C1)[Mn+]